1,2-Dimyristoyl-glycerol C(CCCCCCCCCCCCC)(=O)OCC(OC(CCCCCCCCCCCCC)=O)CO